3-[6-(2,3-Dihydro-benzo[1,4]dioxin-5-yl)-2-methoxy-pyridin-3-ylamino]-N-(1-methyl-piperidin-4-ylmethyl)-benzamide O1CCOC2=C1C=CC=C2C2=CC=C(C(=N2)OC)NC=2C=C(C(=O)NCC1CCN(CC1)C)C=CC2